4-((1S,2R)-2-(cyclobutylamino)-cyclopropyl)-N-(5-methyl-1,3,4-thiadiazol-2-yl)thiophene-2-carboxamide C1(CCC1)N[C@H]1[C@@H](C1)C=1C=C(SC1)C(=O)NC=1SC(=NN1)C